1-(2,4-difluoro-6-hydroxyphenyl)ethan-1-one FC1=C(C(=CC(=C1)F)O)C(C)=O